(3R)-N-(7-chloro-6-(4-((3R,4R)-4-hydroxy-3-methyltetrahydrofuran-3-yl)piperazin-1-yl)isoquinolin-3-yl)tetrahydro-2H-pyran-3-carboxamide ClC1=C(C=C2C=C(N=CC2=C1)NC(=O)[C@H]1COCCC1)N1CCN(CC1)[C@@]1(COC[C@@H]1O)C